O-(Diphenylphosphoryl)hydroxyl-amin C1(=CC=CC=C1)P(=O)(C1=CC=CC=C1)ON